(2S,4S)-1-((4-phenoxybutyryl)glycyl)-4-(o-tolyl)pyrrolidine-2-carboxylic acid O(C1=CC=CC=C1)CCCC(=O)NCC(=O)N1[C@@H](C[C@H](C1)C1=C(C=CC=C1)C)C(=O)O